C(C)OCC=1C=C2C(=C(NC2=C(C1)NC1CCOCC1)C1=CC=CC=C1)/C=C/C(=O)C1=CC=CC=C1 (E)-3-(5-(ethoxymethyl)-2-phenyl-7-((tetrahydro-2H-pyran-4-yl)amino)-1H-indol-3-yl)-1-phenyl-prop-2-en-1-one